(E)-5-phenylpent-3-enylpivalate C1(=CC=CC=C1)C/C=C/CCCC(C(=O)[O-])(C)C